CC([C@@H](C(=O)N1[C@@H](C[C@H](C1)O)C(=O)NC)N1N=NC(=C1)C1=NC=CC=C1C(F)(F)F)(C)C (2S,4R)-1-[(2S)-3,3-dimethyl-2-[4-[3-(trifluoromethyl)-2-pyridyl]triazol-1-yl]butanoyl]-4-hydroxy-N-methyl-pyrrolidine-2-carboxamide